tert-butyl-(2-((2-((1s,5s)-6-(4-ethoxyphenyl)-9,9-dimethyl-3,6-diazabicyclo[3.2.2]nonan-3-yl)-2-oxoethyl) sulfonyl) ethyl) carbamate C(N)(OCC(S(=O)(=O)CC(=O)N1C[C@@H]2CN([C@H](C1)C(C2)(C)C)C2=CC=C(C=C2)OCC)C(C)(C)C)=O